1-(1-(3-chloro-5-(methoxymethyl)phenyl)-2-(dimethylamino)ethyl)-4-iodopyridin-2(1H)-one ClC=1C=C(C=C(C1)COC)C(CN(C)C)N1C(C=C(C=C1)I)=O